Ethyl-3-(benzyloxy)-1-cyanocyclobutanecarboxylic acid ethyl ester C(C)OC(=O)C1(C(C(C1)OCC1=CC=CC=C1)CC)C#N